bis-stearamide acetate C(C)(=O)O.C(CCCCCCCCCCCCCCCCC)(=O)N.C(CCCCCCCCCCCCCCCCC)(=O)N